5,8-dihydroquinolin-7(6H)-one N1=CC=CC=2CCC(CC12)=O